N-(2-carbonylpropyl)-ferrocenecarboxamide C(=O)=C(CNC(=O)[C-]1C=CC=C1)C.[CH-]1C=CC=C1.[Fe+2]